1-(4-((5-chloro-4-(2-(4-fluorophenyl)pyridin-4-yl)pyrimidin-2-yl)amino)piperidin-1-yl)ethan-1-one ClC=1C(=NC(=NC1)NC1CCN(CC1)C(C)=O)C1=CC(=NC=C1)C1=CC=C(C=C1)F